CC1(CN(CC1)C1=CC=C(C=C1)[N+](=O)[O-])C 3,3-dimethyl-1-(4-nitrophenyl)pyrrolidine